Cl.ClC=1C=C(C(=C(C1)C1=NC=NN2C1=CC(=C2)C(=O)O)O[C@@H]2CNCCC2)C (S)-4-(5-chloro-3-methyl-2-(piperidin-3-yloxy)phenyl)pyrrolo[2,1-f][1,2,4]triazine-6-carboxylic acid hydrochloride